(1-(pyridin-4-yl)ethoxy)-6-(4-(thiophen-2-yl)phenyl)isoindolin-1-one N1=CC=C(C=C1)C(C)ON1C(C2=CC(=CC=C2C1)C1=CC=C(C=C1)C=1SC=CC1)=O